C(C)OC(CN1C2CN(CC1C2)C2=NC=C(C=N2)C(F)(F)F)=O.ClCC(=O)N2CCC(CCC2)(C)O 2-chloro-1-(4-hydroxy-4-methylazepan-1-yl)ethanone ethyl-2-(3-(5-(trifluoromethyl)pyrimidin-2-yl)-3,6-diazabicyclo(3.1.1)heptan-6-yl)acetate